OC=1NC(SC1CC1=CC=C(C=C1)C(C=CC1=CC=C(C=C1)O)=O)=O 4-Hydroxy-5-[[4-[3-(4-hydroxyphenyl)prop-2-enoyl]phenyl]methyl]-3H-1,3-thiazol-2-one